(S)-ethyl 3-(4-hydroxyphenyl)hex-4-ynoate OC1=CC=C(C=C1)[C@H](CC(=O)OCC)C#CC